P(=O)(OC)(OCCCCCCC)OCCCCCCC methyl di-(1-heptyl) phosphate